4-isopropylpiperazine C(C)(C)N1CCNCC1